N-[(3R)-3-(4-chlorophenyl)-3-hydroxypropyl]-5-{2-[2-(4,4-difluoropiperidin-1-yl)acetamido]imidazo[1,2-b]pyridazin-6-yl}-2-methylpyridine-3-carboxamide ClC1=CC=C(C=C1)[C@@H](CCNC(=O)C=1C(=NC=C(C1)C=1C=CC=2N(N1)C=C(N2)NC(CN2CCC(CC2)(F)F)=O)C)O